C(C(Br)(Br)Br)O 2,2-tribromoethanol